3-cyclohexylthiophen C1(CCCCC1)C1=CSC=C1